C(C)(C)(C)OC(=O)NCC1(CN(C1)CCNC(OCC1=CC=CC=C1)=O)O benzyl N-[2-(3-{[(tert-butoxycarbonyl)amino]methyl}-3-hydroxyazetidin-1-yl)ethyl]carbamate